N1=CC(=CC=2CN(CCC12)C(=O)OC(C)(C)C)C(=O)OC O6-tert-butyl O3-methyl 7,8-dihydro-5H-1,6-naphthyridine-3,6-dicarboxylate